(S)-6-hydroxy-chroman-3-carboxylic acid OC=1C=C2C[C@@H](COC2=CC1)C(=O)O